([1,1'-biphenyl]-4,4'-diylbis(oxy))bis(hexane-6,1-diyl) diacrylate C(C=C)(=O)OCCCCCCOC1=CC=C(C=C1)C1=CC=C(C=C1)OCCCCCCOC(C=C)=O